NCCCC[C@@H](C(=O)NC1=C(C=C(C=C1)C1=CC(=C(C=C1)N)C)C)NC(OC(C)(C)C)=O tert-butyl (S)-(6-amino-1-((4'-amino-3,3'-dimethyl-[1,1'-biphenyl]-4-yl)amino)-1-oxohexan-2-yl)carbamate